3,6-bis(5-bromothien-2-yl)-2,5-bis(2-octyldodecyl)pyrrolo[3,4-c]pyrrole-1,4-dione BrC1=CC=C(S1)C=1N(C(C2=C(N(C(C21)=O)CC(CCCCCCCCCC)CCCCCCCC)C=2SC(=CC2)Br)=O)CC(CCCCCCCCCC)CCCCCCCC